C(=O)(OCC)C=1C(=NC(=NC1)NC1=CC=C(C=C1)N1CCN(CC1)C)NC1=CC(=CC=C1)S(NC(C)(C)C)(=O)=O 5-Carboethoxy-N4-(3-[N-(1,1-dimethylethyl)sulfamoyl]phenyl)-N2-[4-(4-methylpiperazin-1-yl)phenyl]pyrimidine-2,4-diamine